NC=1C(NC(N(N1)C=1C=2CCC2C(=C(C1)Cl)OC1=NNC(C(=C1)C(C)C)=O)=O)=O 6-Amino-2-[4-chloro-5-[(5-isopropyl-6-oxo-1H-pyridazin-3-yl)oxy]-bicyclo[4.2.0]octa-1(6),2,4-trien-2-yl]-4H-1,2,4-triazine-3,5-dione